C(CC)[Si](O)(O)O propyl-silantriol